1-(4-(2-((4-(4-morpholino-7H-pyrrolo[2,3-d]pyrimidin-6-yl)phenyl)amino)pyrimidin-5-yl)piperazin-1-yl)prop-2-en-1-one O1CCN(CC1)C=1C2=C(N=CN1)NC(=C2)C2=CC=C(C=C2)NC2=NC=C(C=N2)N2CCN(CC2)C(C=C)=O